(S)-2-amino-3-methyl-N-(4-oxo-4-((6-(trifluoromethoxy)benzo[d]thiazol-2-yl)amino)butyl)butanamide N[C@H](C(=O)NCCCC(NC=1SC2=C(N1)C=CC(=C2)OC(F)(F)F)=O)C(C)C